FC(C1=CC=C(C=C1)C(C=O)C)(F)F 4-trifluoromethylphenyl-propionaldehyde